bis(tris(4-t-butyl-phenyl)sulfonium) methanedisulfonate C(S(=O)(=O)[O-])S(=O)(=O)[O-].C(C)(C)(C)C1=CC=C(C=C1)[S+](C1=CC=C(C=C1)C(C)(C)C)C1=CC=C(C=C1)C(C)(C)C.C(C)(C)(C)C1=CC=C(C=C1)[S+](C1=CC=C(C=C1)C(C)(C)C)C1=CC=C(C=C1)C(C)(C)C